BrC1=CC=C(OCC2CN(CCO2)CC2CC2)C=C1 2-((4-Bromophenoxy)methyl)-4-(cyclopropylmethyl)morpholine